tert-butyl N-[[3-[4-nitro-1-(2,2,2-trifluoroethyl)indol-2-yl]-1,2,4-oxadiazol-5-yl]methyl]carbamate [N+](=O)([O-])C1=C2C=C(N(C2=CC=C1)CC(F)(F)F)C1=NOC(=N1)CNC(OC(C)(C)C)=O